(S)-benzyl 3-(1-ethyl-4-methyl-1H-benzo[d][1,2,3]triazol-5-yl)-3-(4-(hydroxymethyl)-5-methylpyridin-2-yl)-2,2-dimethylpropanoate C(C)N1N=NC2=C1C=CC(=C2C)[C@@H](C(C(=O)OCC2=CC=CC=C2)(C)C)C2=NC=C(C(=C2)CO)C